COC(=O)C1=C(NC(=C(C1C=1C2=C(SC1)C=CC=C2)C(C)=O)C)C(F)(F)F 5-acetyl-4-(benzo[b]thiophen-3-yl)-6-methyl-2-(trifluoromethyl)-1,4-dihydropyridine-3-carboxylic acid methyl ester